1-((7-chloro-2-(2,2'-dimethyl-3'-(4,5,6,7-tetrahydrooxazolo[4,5-c]pyridin-2-yl)-[1,1'-biphenyl]-3-yl)benzo[d]oxazol-5-yl)methyl)azetidine-3-carboxylic acid ClC1=CC(=CC=2N=C(OC21)C=2C(=C(C=CC2)C2=C(C(=CC=C2)C=2OC1=C(CNCC1)N2)C)C)CN2CC(C2)C(=O)O